8-(3,4-dimethoxyphenyl)-1,4-dioxaspiro[4.5]decane-7-ol COC=1C=C(C=CC1OC)C1C(CC2(OCCO2)CC1)O